[Si](C)(C)(C(C)(C)C)OC1C[C@H]2CN(C[C@@H](C1)N2C=2SC=1CN(CCC1N2)C(CC2CCCC2)=O)C(=O)OC(C)(C)C tert-butyl (1R,5S)-7-((tert-butyldimethylsilyl)oxy)-9-(5-(2-cyclopentylacetyl)-4,5,6,7-tetrahydrothiazolo[5,4-c]pyridin-2-yl)-3,9-diazabicyclo[3.3.1]nonane-3-carboxylate